NC(CC1=C(C(NC=N1)=O)O)C1=CC=C(C=C1)C1=CC=C(C=C1)CCN1CCOCC1 6-(2-amino-2-(4'-(2-morpholinoethyl)-[1,1'-biphenyl]-4-yl)ethyl)-5-hydroxypyrimidin-4(3H)-one